CSCCCCC(=O)O.N[C@@H](CCSC)C(=O)CC(=O)O.C1(=CC=CC=C1)N(C=1C=C2C=CC(=CC2=CC1)C1=CC=C(C=C1)C1=CC=C(C=C1)C1=CC2=CC=C(C=C2C=C1)N(C1=CC=CC=C1)C1=CC=CC=C1)C1=CC=CC=C1 4,4'-bis[6-diphenylaminonaphthalen-2-yl]biphenyl methionyl-acetate (3-methylthio-propylacetate)